ClC1=C(C=C(C=C1)C=1N=NN(N1)C1CC1)NC(OC(C)(C)C)=O tert-butyl (2-chloro-5-(2-cyclopropyl-2H-tetrazol-5-yl)phenyl)carbamate